(4R)-N-[(3S)-2,6-Dioxopiperidin-3-yl]-1,2,3,4-tetrahydroquinoline-4-carboxamide O=C1NC(CC[C@@H]1NC(=O)[C@@H]1CCNC2=CC=CC=C12)=O